(4-(tert-butyl)phenyl)-N-methyl-3-(1-methyl-1H-imidazol-4-yl)-1H-indole-5-sulfonamide C(C)(C)(C)C1=CC=C(C=C1)N1C=C(C2=CC(=CC=C12)S(=O)(=O)NC)C=1N=CN(C1)C